tert-butyl ((cis)-3-(bromo-methyl)cyclohexyl)carbamate BrC[C@H]1C[C@H](CCC1)NC(OC(C)(C)C)=O